NC=1C=2N(C(=CC1)C1=CN(C=3N=CN=C(C31)N(C(OC(C)(C)C)=O)C(=O)OC(C)(C)C)C3CCN(CC3)S(=O)(=O)C)C=CN2 Tert-Butyl (5-(8-Aminoimidazo[1,2-A]Pyridin-5-Yl)-7-(1-(Methylsulfonyl)Piperidin-4-Yl)-7H-Pyrrolo[2,3-D]Pyrimidin-4-Yl)(Tert-Butoxycarbonyl)Carbamate